phosphoric acid-tris(4-allyl-2-hydroxyphenyl) ester C(C=C)C1=CC(=C(C=C1)OP(OC1=C(C=C(C=C1)CC=C)O)(OC1=C(C=C(C=C1)CC=C)O)=O)O